S1C(=NC2=C1C=CC=C2)C2=C(C=CC(=C2)C2=CC=C1C=CC3=CC=CC4=CC=C2C1=C34)O 2-(benzo[d]thiazol-2-yl)-4-(pyren-1-yl)phenol